2-((3-fluoro-5,6-dimethylpyridin-2-yl)methyl)-6-((2-(1-methoxyethyl)thiazol-4-yl)sulfonyl)phthalazin-1(2H)-one FC=1C(=NC(=C(C1)C)C)CN1C(C2=CC=C(C=C2C=N1)S(=O)(=O)C=1N=C(SC1)C(C)OC)=O